3-tert-Butyl-4-hydroxy-1-n-propyl-5-isopropyl-pyrazol C(C)(C)(C)C1=NN(C(=C1O)C(C)C)CCC